4-carboxyphenyl N-butyl carbonate CCCCOC(=O)OC1=CC=C(C=C1)C(=O)O